3-(7-(2-((tert-butyl)(oxycarbonylamino))-5-fluoro-1-benzothien-4-yl)-6-chloro-2,8-difluoro-4-quinazolinyl)-3,8-diazabicyclo[3.2.1]octane-8-carboxylic acid tert-butyl ester C(C)(C)(C)OC(=O)N1C2CN(CC1CC2)C2=NC(=NC1=C(C(=C(C=C21)Cl)C2=C(C=CC1=C2C=C(S1)NC(=O)OC(C)(C)C)F)F)F